potassium dihydrogen phosphate tetrahydrate O.O.O.O.P(=O)(O)(O)[O-].[K+]